OCCN(C(CNC(CCN)=O)=O)CCO N,N-bis(2-hydroxyethyl)-3-aminopropionyl-glycinamide